NC=1C(=CC2=C(C(OC3=CC(=C(C=C23)C)O)(C)C)C1)C 8-amino-2,6,6,9-tetramethyl-6H-benzo[c]chromen-3-ol